C(C)(C)(C)OC(=O)C=1C=C2C(CNCCO2)CN1 Pyrido[3,4-f][1,4]Oxazepane-8(6H)-carboxylic acid tert-butyl ester